O=C[C@H](O)[C@H](O)[C@H](O)C(=O)O ribouronic acid